CN(C(OC(C)(C)C)=O)C1CCC2=C(C(=CS2)C(F)(F)F)C1 tert-butyl N-methyl-N-[3-(trifluoromethyl)-4,5,6,7-tetrahydrobenzothiophen-5-yl]carbamate